2,3,5-tri-O-(tert-butyldimethylsilyl)-L-arabinofuranose [Si](C)(C)(C(C)(C)C)O[C@H]1C(O)O[C@H]([C@@H]1O[Si](C)(C)C(C)(C)C)CO[Si](C)(C)C(C)(C)C